ClC1=NC=C(C(=C1)NC1CCC(CC1)(O)C)C1=NC=C(N=C1)OCC1(CCN(CC1)C)F (1s,4s)-4-((2-chloro-5-(5-((4-fluoro-1-methylpiperidin-4-yl)methoxy)pyrazin-2-yl)pyridin-4-yl)amino)-1-methylcyclohexan-1-ol